C(C)(C)(C)OC(=O)NC1=CC=C(C=C1)B(O)O (4-((tertbutoxycarbonyl)amino)phenyl)boronic acid